1-heptadecanoyl-2-(6Z,9Z,12Z-octadecatrienoyl)-glycero-3-phosphocholine CCCCCCCCCCCCCCCCC(=O)OC[C@H](COP(=O)([O-])OCC[N+](C)(C)C)OC(=O)CCCC/C=C\C/C=C\C/C=C\CCCCC